BrC=1C=C(C(=C2C=CC=NC12)/N=C/N(C)C)I (E)-N'-(8-bromo-6-iodoquinolin-5-yl)-N,N-dimethylmethaneimidamide